C(C=C)[Si](C1=CC=CC2=CC3=CC=CC=C3C=C12)(C)CC=C diallyl-methyl-anthryl-silane